trans-4-(((trans-4-(3-Cyano-4-methoxyphenyl)cyclohexyl)methyl)(3-(1-cyclopropyl-1H-pyrazol-4-yl)phenyl)carbamoyl)cyclohexyl methylcarbamate CNC(O[C@@H]1CC[C@H](CC1)C(N(C1=CC(=CC=C1)C=1C=NN(C1)C1CC1)C[C@@H]1CC[C@H](CC1)C1=CC(=C(C=C1)OC)C#N)=O)=O